propan-1-sulfonamide C(CC)S(=O)(=O)N